C(C)(C)(C)OC(=O)N1CC2(CC2)C(C1CC=1C(=C(C=CC1)C1=CC(=CC=C1)F)F)NS(=O)(=O)C 6-((2,3'-difluoro-[1,1'-biphenyl]-3-yl)methyl)-7-(methylsulfonylamino)-5-azaspiro[2.4]heptane-5-carboxylic acid tert-butyl ester